3-(7-(8-Ethyl-7-fluoro-3-hydroxy-naphthalen-1-yl)-8-fluoro-2-(((2R,7aS)-2-fluorotetrahydro-1H-pyrrolizin-7a(5H)-yl)meth-oxy)pyrido[4,3-d]pyrimidin-4-yl)-1,3-thiazinane 1,1-dioxide C(C)C=1C(=CC=C2C=C(C=C(C12)C1=C(C=2N=C(N=C(C2C=N1)N1CS(CCC1)(=O)=O)OC[C@]12CCCN2C[C@@H](C1)F)F)O)F